C(C)(C)(C)OC(=O)N1C=CC2=C(C(=CC(=C12)C)CC=O)CN1[C@@H](C[C@@H](CC1)C1CC1)C1=CC=C(C=C1)C(=O)OC 4-(((2S,4R)-4-cyclopropyl-2-(4-(methoxycarbonyl)phenyl)piperidin-1-yl)methyl)-7-methyl-5-(2-Oxoethyl)-1H-indole-1-carboxylic acid tert-butyl ester